tert-butyl 4-[2-(7-fluoro-4-methoxy-2-methylindazol-5-yl)thieno[2,3-d][1,3]thiazol-5-yl]piperidine-1-carboxylate FC1=CC(=C(C2=CN(N=C12)C)OC)C=1SC2=C(N1)SC(=C2)C2CCN(CC2)C(=O)OC(C)(C)C